N8-methyl-5-(trifluoromethyl)-[1,2,4]triazolo[1,5-a]pyridine-7,8-diamine CNC=1C=2N(C(=CC1N)C(F)(F)F)N=CN2